N1(CC1)C(=O)C=1C(=C(C(=CC1CCCCC)O)C1=C(C=CC(=C1)C)C(=C)C)O aziridin-1-yl(2,6-dihydroxy-5'-methyl-4-pentyl-2'-(prop-1-en-2-yl)-[1,1'-biphenyl]-3-yl)methanone